NC1=NC=NN2C1=C(C=C2C2COC(CC2)CO[Si](C2=CC=CC=C2)(C2=CC=CC=C2)C(C)(C)C)C2=CC=C(CNC(C1=C(C=CC(=C1)F)OC)=O)C=C2 N-(4-(4-amino-7-(6-(((tert-butyldiphenylsilyl)oxy)methyl)tetrahydro-2H-pyran-3-yl)pyrrolo[2,1-f][1,2,4]triazin-5-yl)benzyl)-5-fluoro-2-methoxybenzamide